C(=O)(O)[C@H](CC(=O)C1=CC2=C(S1)C=C(C(=C2Cl)OCCCOC2=C(C1=C(SC(=C1)C(C[C@@H](C(=O)O)C)=O)C=C2OC)F)O)C (S)-4-(5-(3-((2-((S)-3-carboxybutanoyl)-4-chloro-6-hydroxybenzo[b]thiophen-5-yl)oxy)propoxy)-4-fluoro-6-methoxybenzo[b]thiophen-2-yl)-2-methyl-4-oxobutanoic acid